[N].[P].N1=C(C=CC=C1)N1CCC(CC1)O 1-(pyridin-2-yl)piperidin-4-ol phosphorus nitrogen